ClC=1C=C(C=CC1F)C(NC(=O)[C@H]1NC(NC1)=O)C1=NC(=C(C=C1)F)OCC(F)(F)F (4S)-N-{((R or S)-3-chloro-4-fluoro-phenyl)[5-fluoro-6-(2,2,2-trifluoro-ethoxy)pyridin-2-yl]methyl}-2-oxoimidazolidine-4-carboxamide